C(C)(=O)C=1O[C@@H]([C@H]([C@@H](C1)O)O)CO (E)-acetyl-D-glucal